OC1(CCC(CC1)C(=O)N)[C@H]1N2C(C3=CC=CC=C13)=CN=C2 (1S,4r)-4-Hydroxy-4-((S)-5H-imidazo[5,1-a]isoindol-5-yl)cyclohexan-1-carboxamid